3-(Methoxycarbonyl)bicyclo[1.1.1]pentane-1-carboxylic acid COC(=O)C12CC(C1)(C2)C(=O)O